bis-(3-triethoxysilylpropyl) tetrasulfide C(C)O[Si](CCCSSSSCCC[Si](OCC)(OCC)OCC)(OCC)OCC